amino-Acetic acid NCC(=O)O